(S)-1-(2-((S)-3-(benzo[b]thiophen-4-ylamino)pyrrolidin-1-yl)acetyl)pyrrolidine-2-carbonitrile S1C2=C(C=C1)C(=CC=C2)N[C@@H]2CN(CC2)CC(=O)N2[C@@H](CCC2)C#N